anilinophenothiazine diphosphate OP(O)(=O)OP(=O)(O)O.N(C1=CC=CC=C1)C1=CC=CC=2SC3=CC=CC=C3NC12